(S)-N-(5-cyclopropyl-pyrazin-2-yl)-2-((S)-4,4-difluoro-3-(6-oxo-1,6-dihydropyridin-3-yl)piperidin-1-yl)propanamide C1(CC1)C=1N=CC(=NC1)NC([C@H](C)N1C[C@@H](C(CC1)(F)F)C1=CNC(C=C1)=O)=O